CC1(OB(OC1(C)C)C1=CC(=C(C=C1)O)C(F)(F)F)C 4-(4,4,5,5-tetramethyl-1,3,2-dioxaborolan-2-yl)-2-(trifluoromethyl)phenol